NCCCNC(C[Si](O)(O)O)C N-(3-aminopropyl)-2-aminopropylsilanetriol